FC(S(=O)(=O)OC1=CC(=CC2=CC=CC(=C12)CC)OC)(F)F 8-ethyl-3-methoxynaphthalen-1-yl trifluoromethanesulfonate